NC=1N=C(SC1C(=O)C1=CC=C(OCC(=O)O)C=C1)N(C1=CC=C(C=C1)F)[C@H](C(=O)N)C (S)-2-[4-[4-amino-2-(N-[2-amino-1-methyl-2-oxo-ethyl]-4-fluoro-anilino)thiazole-5-carbonyl]phenoxy]acetic acid